C(CCC)C=[NH+][O-] Butylnitrone